(2S,6R)-2-hydroxy-2-methyl-6-methylamino-6-(4-(trifluoromethyl)phenyl)cyclohexane-1-one hydrochloride Cl.O[C@@]1(C([C@@](CCC1)(C1=CC=C(C=C1)C(F)(F)F)NC)=O)C